C(#N)C1=C(C=CC(=C1)C1=NC(=CN=C1)OCC)NC(C(C)(C)C1=NC(=NC=C1)NS(=O)(=O)C1CC1)=O N-(2-cyano-4-(6-ethoxypyrazin-2-yl)phenyl)-2-(2-(cyclopropanesulfonylamino)pyrimidin-4-yl)-2-methylpropanamide